C1NCCC=2NC=3C=CC=CC3C21 3,5-dihydro-1H-pyrido[4,3-b]indole